ClC1=CC(=C(C=C1)S(=O)(=O)NC1=C(C=C(C(=O)OCC)C=C1)F)O Ethyl 4-((4-chloro-2-hydroxyphenyl) sulphonamido)-3-fluorobenzoate